7-amino-1,3-naphthalenedisulfonic acid NC1=CC=C2C=C(C=C(C2=C1)S(=O)(=O)O)S(=O)(=O)O